C1C(CC12CCNCC2)CC2=CC=C(C=C2)C=2C=1C(=C(SC1N1C(=NN=C1[C@@H](N2)CC=2OC=CN2)C)C)C 2-[[(9S)-7-[4-(7-azaspiro[3.5]nonan-2-ylmethyl)phenyl]-4,5,13-trimethyl-3-thia-1,8,11,12-tetrazatricyclo[8.3.0.02,6]trideca-2(6),4,7,10,12-pentaen-9-yl]methyl]oxazole